cerium antimony telluride [Sb]=[Te].[Ce]